NC1=C(C=C(C=C1)F)C#CCCCO 5-(2-Amino-5-fluorophenyl)pent-4-yn-1-ol